N-(but-3-ene-1-sulfonyl)-4-[(1S,4S,5R)-5-[[5-cyclopropyl-3-(2,6-dichlorophenyl)-1,2-oxazol-4-yl]methoxy]-2-azabicyclo[2.2.1]heptan-2-yl]benzamide C(CC=C)S(=O)(=O)NC(C1=CC=C(C=C1)N1[C@@H]2C[C@H]([C@H](C1)C2)OCC=2C(=NOC2C2CC2)C2=C(C=CC=C2Cl)Cl)=O